C(CC)NCC(C)(N)C N1-propyl-2-methyl-1,2-propanediamine